ClC=1C=C(C(=C(C#N)C1)C)OC1=C(N=CNC1=O)C(C)(F)F 5-chloro-3-((4-(1,1-difluoroethyl)-6-oxo-1,6-dihydropyrimidin-5-yl)oxy)-2-methyl-benzonitrile